NC(C(=O)OC)CC1CC1 methyl 2-amino-3-cyclopropylpropanoate